ClC=1N=C(SC1C(=O)N1C[C@H]([C@@H](CC1)C(=O)N1CCC(CC1)(O)CN1C=NC2=C(C1=O)C=CN2C)C2=CC=CC=C2)OC 3-{[1-({(3R,4R)-1-[(4-chloro-2-methoxy-1,3-thiazol-5-yl)carbonyl]-3-phenylpiperidin-4-yl}carbonyl)-4-hydroxypiperidin-4-yl]methyl}-7-methyl-3,7-dihydro-4H-pyrrolo[2,3-d]pyrimidin-4-one